tert-butyl N-(azetidin-3-yl)-N-methyl-carbamate N1CC(C1)N(C(OC(C)(C)C)=O)C